4-(4-methoxypiperidin-1-yl)-2-(morpholin-4-yl)-8-(1H-pyrazol-5-yl)-1,7-naphthyridine COC1CCN(CC1)C1=CC(=NC2=C(N=CC=C12)C1=CC=NN1)N1CCOCC1